2-[(2R)-3-(3,4-dihydro-1H-isoquinolin-2-yl)-2-hydroxy-propyl]-6-(2-oxa-5-azabicyclo[2.2.1]hept-5-yl)-3,4-dihydroisoquinolin-1-one C1N(CCC2=CC=CC=C12)C[C@H](CN1C(C2=CC=C(C=C2CC1)N1C2COC(C1)C2)=O)O